(6-((1,5-Dimethyl-1H-indazol-6-yl)methyl)-2-azaspiro[3.3]heptan-2-yl)((1s,3s)-3-hydroxy-3-methylcyclobutyl)methanone CN1N=CC2=CC(=C(C=C12)CC1CC2(CN(C2)C(=O)C2CC(C2)(C)O)C1)C